FC1C(C1)C(=O)NC=1N=C2N(C=C(C=C2CF)C2=C(C=C(C=C2)F)C)C1 2-fluoro-N-(6-(4-fluoro-2-methylphenyl)-8-(fluoromethyl)imidazo[1,2-a]pyridin-2-yl)cyclopropane-1-carboxamide